FC1=CC=C(C=C1)C(C)NC(=O)C=1C(NC2=NC=C(C=C2C1)B1OC(C(O1)(C)C)(C)C)=O N-[1-(4-fluorophenyl)ethyl]-2-oxo-6-(4,4,5,5-tetramethyl-1,3,2-dioxaborolan-2-yl)-1H-1,8-naphthyridine-3-carboxamide